(S)-5-bromo-6-methyl-N-(pyrrolidin-2-ylmethyl)nicotinamide BrC=1C(=NC=C(C(=O)NC[C@H]2NCCC2)C1)C